2-(Trimethylammonio)ethylmethacrylate C[N+](CCOC(C(=C)C)=O)(C)C